N1(C=NC=C1)C1=C(C=C2NC(C(N(C2=C1)CCCC(=O)O)=O)=O)[N+](=O)[O-] 4-(7-(1H-imidazol-1-yl)-6-nitro-2,3-dioxo-3,4-dihydroquinoxalin-1(2H)-yl)butanoic acid